OC1=CC=C2CC(N=CC2=C1)[C@@H](CNC(=O)C=1C=C2CCN(CC2=CC1)C(C1=CC=C(C=C1)OC)=O)O 7-hydroxy-3-((R)-1-hydroxy-2-(2-(4-methoxybenzoyl)-1,2,3,4-tetrahydroisoquinoline-6-carboxamido)ethyl)-3,4-dihydroisoquinoline